2-(5-((2-Azaspiro[3.5]non-7-yl)ethynyl)-6-aminopyridazin-3-yl)phenol C1NCC12CCC(CC2)C#CC=2C=C(N=NC2N)C2=C(C=CC=C2)O